Methyl (Z)-2-cyano-3-ethoxybut-2-enoate C(#N)/C(/C(=O)OC)=C(\C)/OCC